O=S1(CC(CC1)NC(OCC1=CC=CC=C1)=O)=O benzyl (1,1-dioxidotetrahydrothiophen-3-yl)carbamate